ClC=1C=C2C3=C(NC2=CC1)C(N(CC3)C3=NC=CC(=N3)C(F)(F)F)CC3OCCO3 6-chloro-1-[(1,3-dioxolan-2-yl)methyl]-2-[4-(trifluoromethyl)pyrimidin-2-yl]-2,3,4,9-tetrahydro-1H-pyrido[3,4-b]indole